4-((2-hydroxybenzyl)amino)benzonitrile OC1=C(CNC2=CC=C(C#N)C=C2)C=CC=C1